2-[[4-[(E)-3-[4-(Pyridin-4-ylmethoxy)phenyl]prop-2-enoyl]phenyl]sulfonylamino]acetic acid N1=CC=C(C=C1)COC1=CC=C(C=C1)/C=C/C(=O)C1=CC=C(C=C1)S(=O)(=O)NCC(=O)O